C1(CC1)[C@@H]1[C@@H](N1CCF)C(=O)[O-].[Li+] lithium (2R,3R)-3-cyclopropyl-1-(2-fluoroethyl)aziridine-2-carboxylate